1-(5-Bromo-3-methyl-1H-indol-1-yl)naphthalen-2-ol BrC=1C=C2C(=CN(C2=CC1)C1=C(C=CC2=CC=CC=C12)O)C